[I-].C(C)(C)(C)OC(=O)N[C@@H](CC[S+](C)C)C(=O)NCC1=C(C=C(C=C1)C)C (S)-(3-((tert-butoxycarbonyl)amino)-4-((2,4-dimethylbenzyl)amino)-4-oxobutyl)dimethyl-sulfonium iodide